butyramido-r-butyrolactone C(CCC)(=O)N[C@H]1C(=O)OCC1